O1CCOC12CCC(CC2)C2=CN(C1=CN=CC=C12)C1=C(C(=O)N(C)C(C)C)C=C(C=C1)F 2-(3-(1,4-dioxaspiro[4.5]decan-8-yl)-1H-pyrrolo[2,3-c]pyridin-1-yl)-5-fluoro-N-isopropyl-N-methylbenzamide